P(=O)(O)(O)OC1=C(C(=CC=C1)CCC1=CC=CC=C1)CCC1=CC=CC=C1 bisphenethyl-phenol phosphate